C1=CC=CC2=C1C=CC=1C2=NC2=CC=C3C=4C=CC=CC4N=C3C21 benzoindolocarbazole